[4-(1,1,2,2-tetrafluoroethoxy)phenyl]methanol FC(C(F)F)(OC1=CC=C(C=C1)CO)F